C(C)(C)(C)NC=1N=CC2=C(N1)C(=CNC2NC(C2=CC=CC=C2)=O)C2CCOCC2 N-(2-(tert-butylamino)-8-(tetrahydro-2H-pyran-4-yl)-5,6-dihydropyrido[4,3-d]pyrimidin-5-yl)benzamide